C(N)(OC(C(=O)NC)C1=CC(=CC=C1)C(F)(F)F)=O (2-(methylamino)-2-oxo-1-(3-(trifluoromethyl) phenyl) ethyl) carbamate